6-(tert-butylsulfonyl)-7-(oxetan-3-ylmethoxy)imidazo[1,2-a]pyridine C(C)(C)(C)S(=O)(=O)C=1C(=CC=2N(C1)C=CN2)OCC2COC2